OC(CCCCCCCC(=O)O)C(CCCCCCO)O 9,10,16-trihydroxypalmitic acid